NCC1=CC=C(C=C1)NC(N(CCCC)CC1=C(C(=O)NO)C=CC=C1)=O ((3-(4-(aminomethyl)phenyl)-1-butylureido)methyl)-N-hydroxybenzoamide